(1S,2S)-2-fluoro-N-(5-(3-fluoro-1H-pyrrolo[2,3-b]pyridin-5-yl)pyrazolo[1,5-a]pyridin-2-yl)cyclopropane-1-carboxamide F[C@@H]1[C@@H](C1)C(=O)NC1=NN2C(C=C(C=C2)C=2C=C3C(=NC2)NC=C3F)=C1